Tetradecatrienoic acid CCCCCCCC=CC=CC=CC(=O)O